COC(=O)C1(CCN(CC1)C(=O)OC(C)(C)C)N 4-aminopiperidine-1,4-dicarboxylic acid 1-tert-butyl 4-methyl ester